C(C1CO1)NC(C=1C(C(=O)N)=CC=CC1)=O N-(2,3-epoxypropyl)phthalic acid diamide